diglycidyl 4-cyclohexene-1,2-dicarboxylate C1(C(CC=CC1)C(=O)OCC1CO1)C(=O)OCC1CO1